N-(4-((benzyloxy)methyl)phenyl)-2-bromothiazole-5-carboxamide C(C1=CC=CC=C1)OCC1=CC=C(C=C1)NC(=O)C1=CN=C(S1)Br